NO monoamino alcohol